Aluminum silicate phosphate Lithium disilicate [Si]([O-])([O-])([O-])[O-].[Si](O)(O)(O)O.[Li+].P(=O)(O)(O)O.[Si](O)(O)(O)O.[Al+3]